bis(2,4,4-trimethylphenyl)trihexyltetradecylphosphonium phosphinate [PH2]([O-])=O.CC1=C(C=CC(C1)(C)C)C(CCCCCCCCCCCCC)([P+](CCCCCC)(CCCCCC)CCCCCC)C1=C(CC(C=C1)(C)C)C